3-chloro-6-phenyl-2,7-naphthyridine ClC=1N=CC2=CN=C(C=C2C1)C1=CC=CC=C1